6-(4-Methoxybenzoyl)-2,6-diazaspiro[3.3]heptane-2-carboxylic acid tert-butyl ester C(C)(C)(C)OC(=O)N1CC2(C1)CN(C2)C(C2=CC=C(C=C2)OC)=O